[Si](C)(C)(C(C)(C)C)OCCCCC=1C=C(C(=NC1)C(C)C)NC(O)=O (5-(4-((tert-butyldimethylsilyl)oxy)butyl)-2-isopropylpyridin-3-yl)carbamic acid